4-cyano-N-((1R)-1-((1S,4aS,4bR,6aR,8R,10aS,12aS)-8-hydroxy-8,12a-dimethyloctadecahydrochrysen-1-yl)ethyl)benzamide C(#N)C1=CC=C(C(=O)N[C@H](C)[C@H]2CCC[C@H]3[C@@H]4CC[C@@H]5C[C@](CC[C@@H]5C4CC[C@]23C)(C)O)C=C1